N-methoxy-propanamide CONC(CC)=O